ClC1=CC=NC2=C(C(=CC=C12)F)S(=O)(=O)NC1=C(C=CC=C1)C#CC=1C=CC(=NC1)C(=O)O 5-{2-[2-(4-chloro-7-fluoroquinoline-8-sulfonamido)phenyl]ethynyl}pyridine-2-carboxylic acid